C1OC2=C(CNCCC3=C(C=C(C(=C3)OC)C)OC)C=CC=C2O1 N-(2,3-methylenedioxybenzyl)-1-(2,5-dimethoxy-4-methylphenyl)-2-aminoethane